2-(piperidin-4-yloxy)pyrimidine dihydrochloride Cl.Cl.N1CCC(CC1)OC1=NC=CC=N1